tert-butyl 3-[4-[[2-fluoro-5-(2-trimethylsilylethynyl)-3-pyridyl]amino]quinazolin-6-yl]pyrrolidine-1-carboxylate FC1=NC=C(C=C1NC1=NC=NC2=CC=C(C=C12)C1CN(CC1)C(=O)OC(C)(C)C)C#C[Si](C)(C)C